(2S,3S)-2-amino-3-methylpent-4-enoic acid tert-butyl ester C(C)(C)(C)OC([C@H]([C@H](C=C)C)N)=O